(para-isopropylphenyl)(cyclopentyl)methylene(cyclopentadienyl)(2,7-di-tert-butylfluoren-9-yl)hafnium C(C)(C)C1=CC=C(C=C1)C(=[Hf](C1C2=CC(=CC=C2C=2C=CC(=CC12)C(C)(C)C)C(C)(C)C)C1C=CC=C1)C1CCCC1